C1=NNC=2C1=C1C=3CCCCC3C(=NC1=CC2)C2=CC=C(O2)B(O)O (5-(8,9,10,11-tetrahydro-3H-pyrazolo[4,3-a]phenanthridin-7-yl)furan-2-yl)boronic acid